monomethylolpropane C(O)C(C)C